methyl (3S)-3-[(2S)-2-{[(2R)-1-acetylpiperidin-2-yl]formamido}-4-methylpentanamido]-3-{4,5-difluoro-2',6'-dimethyl-[1,1'-biphenyl]-3-yl}propanoate C(C)(=O)N1[C@H](CCCC1)C(=O)N[C@H](C(=O)N[C@@H](CC(=O)OC)C=1C=C(C=C(C1F)F)C1=C(C=CC=C1C)C)CC(C)C